1,2-Dihydroxybenzene OC1=C(C=CC=C1)O